COC1=NN(C=C1C(=O)NC1=NC(=CC=C1)C=1N2C(=NN1)CC[C@@H]2C)C2=NC=CC=C2 (S)-3-methoxy-N-(6-(5-methyl-6,7-dihydro-5H-pyrrolo[2,1-c][1,2,4]triazol-3-yl)pyridin-2-yl)-1-(pyridin-2-yl)-1H-pyrazole-4-carboxamide